FC1=C(OC=2C=C(C(=O)NCC(=O)N3[C@@H](CCC3)C(=O)OC)C=CC2)C=CC(=C1)C methyl (3-(2-fluoro-4-methylphenoxy)benzoyl)glycyl-L-prolinate